2-dimethylpropylallylamine hydrochloride Cl.CC(CC)(C(CN)=C)C